C1C(CCC1)=O E-2-Cyclopentanone